ClC=1C=C(C(=O)N(C2CC23CCN(CC3)CCC(C)(C)C)CC3CC3)C=C(C1)Cl 3,5-dichloro-N-(cyclopropylmethyl)-N-(6-(3,3-dimethylbutyl)-6-azaspiro[2.5]oct-1-yl)benzamide